FC(COC1=C(C=C(C(=N1)F)NS(=O)(=O)C1=CNC(=C1)C=1SC=CN1)F)F N-(6-(2,2-difluoroethoxy)-2,5-difluoropyridin-3-yl)-5-(thiazol-2-yl)-1H-pyrrol-3-sulfonamide